ClC=1C=CC2=C(N=C(O2)C2CCN(CC2)C2=C(C(N(C3=CC(=CC=C23)OC)C)=O)C#N)C1 4-[4-(5-Chloro-1,3-benzooxazol-2-yl)piperidin-1-yl]-7-methoxy-1-methyl-2-oxo-1,2-dihydroquinoline-3-carbonitrile